4-((4,6-dimethylpyridin-2-yl)methyl)-9-(4-fluoro-2-methylphenyl)-7-((2-imino-3-methyl-2,3-dihydro-1H-imidazol-1-yl)methyl)-3,4-dihydrobenzo[f][1,4]oxazepin-5(2H)-one CC1=CC(=NC(=C1)C)CN1CCOC2=C(C1=O)C=C(C=C2C2=C(C=C(C=C2)F)C)CN2C(N(C=C2)C)=N